C(=C)C1=CC=CC=C1C=C 2,3-divinylbenzene